ethylene glycol Isopropyl ether C(C)(C)OCCO